CCC[Na] 3-propyl-sodium